(S)-2-(4-(6-((3,5-difluoropyridin-2-yl)methoxy)pyridin-2-yl)-2,5-difluorobenzyl)-3-(oxetan-2-ylmethyl)-3H-imidazo[4,5-b]pyridine-5-carboxylic acid FC=1C(=NC=C(C1)F)COC1=CC=CC(=N1)C1=CC(=C(CC2=NC=3C(=NC(=CC3)C(=O)O)N2C[C@H]2OCC2)C=C1F)F